Ethyl 4-((3-chloro-4-fluorophenyl) amino)-6-methoxy-1H-indole-2-carboxylate ClC=1C=C(C=CC1F)NC1=C2C=C(NC2=CC(=C1)OC)C(=O)OCC